FC(F)N1CCNCC1 (difluoromethyl)piperazin